The molecule is an azaphilone that is 6H-2-benzopyran-6,8(7H)-dione carrying a 2-hydroxypropyl sunstyituent at position 3 as well as methyl and acetoxy substituents at position 7. It has a role as an Aspergillus metabolite. It is an azaphilone, a beta-diketone, a 2-benzopyran, a cyclic ketone, a polyketide, a secondary alcohol and an acetate ester. CC(CC1=CC2=CC(=O)C(C(=O)C2=CO1)(C)OC(=O)C)O